1,5-bis(p-aminophenoxy)pentane NC1=CC=C(OCCCCCOC2=CC=C(C=C2)N)C=C1